FC1(OC2=C(O1)C=CC(=C2)C=NO)F 2,2-difluoro-1,3-benzodioxolane-5-formaldoxime